(2R)-N-cyclohexyl-2-{[2-(4-methoxypyridin-2-yl)-5H,6H,7H-cyclopenta[d]pyrimidin-4-yl](methyl)amino}propenamide C1(CCCCC1)NC(C(=C)N(C)C=1C2=C(N=C(N1)C1=NC=CC(=C1)OC)CCC2)=O